tert-butyl 4-[3-(2,6-dioxo-3-piperidyl)-7-fluoro-1-methyl-indazol-6-yl]piperazine-1-carboxylate O=C1NC(CCC1C1=NN(C2=C(C(=CC=C12)N1CCN(CC1)C(=O)OC(C)(C)C)F)C)=O